N,3-Dihydroxy-N-methyl-5-((5-(4-(trifluoromethyl)phenyl)oxazol-2-yl)amino)picolinamide ON(C(C1=NC=C(C=C1O)NC=1OC(=CN1)C1=CC=C(C=C1)C(F)(F)F)=O)C